BrCC(=O)C1=CC=C(C=C1)OC 2-bromo-1-(4-methoxyphenyl)ethanone